C(#N)C=1C2=C(SC1NC(OC(C)(C)C)=O)C(=CC=C2C=2C1=C(C=3C(=NC(=NC3C2Cl)SCC)Cl)COC1)F tert-Butyl (3-cyano-4-(1,5-dichloro-3-(ethylthio)-7,9-dihydrofuro[3,4-f]quinazolin-6-yl)-7-fluorobenzo[b]thiophen-2-yl)carbamate